tert-butyl 2-[5-[[5-chloro-4-(3-phenylphenyl)pyrimidin-2-yl]amino]-3-pyridyl]-1-oxo-2,8-diazaspiro[4.5]decane-8-carboxylate ClC=1C(=NC(=NC1)NC=1C=C(C=NC1)N1C(C2(CC1)CCN(CC2)C(=O)OC(C)(C)C)=O)C2=CC(=CC=C2)C2=CC=CC=C2